(R)-2-(3-((1-(3,5-di(thiophen-2-yl)phenyl)ethyl)carbamoyl)-4-methylphenoxy)-N,N,N-trimethylethan-1-aminium S1C(=CC=C1)C=1C=C(C=C(C1)C=1SC=CC1)[C@@H](C)NC(=O)C=1C=C(OCC[N+](C)(C)C)C=CC1C